3-((2S)-3-(8-(4-chloro-3-methylphenylsulphonyl)-1-oxa-8-azaspiro[4.5]decan-3-ylamino)-2-hydroxypropoxy)-N-methylbenzenesulphonamide ClC1=C(C=C(C=C1)S(=O)(=O)N1CCC2(CC(CO2)NC[C@@H](COC=2C=C(C=CC2)S(=O)(=O)NC)O)CC1)C